C(#CC=C)C1=CC=C(C=C1)C1=CC(=NO1)CN1C(=NC=C1)[C@H](C)OC1OCCCC1 5-(4-(but-3-ene-1-yn-1-yl)phenyl)-3-((2-((1S)-1-((tetrahydro-2H-pyran-2-yl)oxy)ethyl)-1H-imidazol-1-yl)methyl)isoxazole